dodecanol stearoyl-aspartate C(CCCCCCCCCCCCCCCCC)(=O)N[C@@H](CC(=O)O)C(=O)O.C(CCCCCCCCCCC)O